N-(5-cyano-4-(((tetrahydro-2H-thiopyran-4-yl)methyl)amino)pyridin-2-yl)-7-formyl-6-((4-methyl-2-oxopiperazin-1-yl)methyl)-3,4-dihydro-1,8-naphthyridine-1(2H)-carboxamide C(#N)C=1C(=CC(=NC1)NC(=O)N1CCCC2=CC(=C(N=C12)C=O)CN1C(CN(CC1)C)=O)NCC1CCSCC1